methyl 2-((hexanoyloxy)methyl)benzoate C(CCCCC)(=O)OCC1=C(C(=O)OC)C=CC=C1